3-(3-Chloro-4-fluorophenyl)-1-isobutyl-1-(5-oxo-2,3,4,5-tetrahydro-1H-cyclopenta[c]isoquinolin-1-yl)urea ClC=1C=C(C=CC1F)NC(N(C1CCC=2NC(C=3C=CC=CC3C21)=O)CC(C)C)=O